N=1NN=NC1C1=CC=C(C=C1)NC1=NC(=NC=2C=NNC(C21)=O)N2CCCCCC2 4-((4-(2H-Tetrazol-5-yl)phenyl)amino)-2-(azepan-1-yl)pyrimido[4,5-d]pyridazin-5(6H)-on